Octahydroindolizin-8-yl 2-(3,5-dichlorophenyl)benzo[d]oxazole-6-carboxylate ClC=1C=C(C=C(C1)Cl)C=1OC2=C(N1)C=CC(=C2)C(=O)OC2CCCN1CCCC21